((2-(3'-(5-((2-azabicyclo[2.1.1]hexan-2-yl)methyl)-6-(difluoromethoxy)benzo[d]oxazol-2-yl)-2,2'-dimethyl-[1,1'-biphenyl]-3-yl)-6-(difluoromethoxy)benzo[d]oxazol-5-yl)methyl)-L-proline C12N(CC(C1)C2)CC=2C(=CC1=C(N=C(O1)C=1C(=C(C=CC1)C1=C(C(=CC=C1)C=1OC3=C(N1)C=C(C(=C3)OC(F)F)CN3[C@@H](CCC3)C(=O)O)C)C)C2)OC(F)F